3-[(3-chloro-2-methoxyphenyl)amino]-7-[(2R)-1,4-dioxan-2-ylmethyl]-2-(2-methylpyrimidin-4-yl)-1H,5H-pyrrolo[3,2-c]pyridin-4-one ClC=1C(=C(C=CC1)NC1=C(NC2=C1C(NC=C2C[C@H]2OCCOC2)=O)C2=NC(=NC=C2)C)OC